FC(C1N(CCN(C1)C(C=C)=O)C=1C2=C(N(C(N1)=O)C=1C(=NC=CC1C)C(C)C)N=C(C(=C2)F)C2=C(C=CC=C2O)F)F (M)-4-(2-(difluoromethyl)-4-(2-propenoyl)-1-piperazinyl)-6-fluoro-7-(2-fluoro-6-hydroxyphenyl)-1-(4-methyl-2-(2-propanyl)-3-pyridinyl)pyrido[2,3-d]pyrimidin-2(1H)-one